hydroxyethyl sulfide bis(2-mercaptopropionate) SC(C(=O)O)C.SC(C(=O)O)C.OCCSCCO